N1C=CC2=CC(=CC=C12)C=1N(N=C2C1CN(CC2)C(=O)[O-])C2=C(C=CC=C2C)OCC(C)C 6,7-dihydro-3-(1H-indol-5-yl)-2-(2-isobutoxy-6-methylphenyl)-2H-pyrazolo[4,3-c]pyridine-5(4H)-carboxylate